OC(CNC1=C(C=CC(=C1)C)C)CS(=O)(=O)O N-(2-hydroxy-3-sulfopropyl)-2,5-dimethylaniline